ClC1=CC(=NC=C1N1CCC(CC1)(F)F)NC(OC(C)(C)C)=O tert-Butyl [4-chloro-5-(4,4-difluoropiperidin-1-yl)pyridin-2-yl]carbamate